FC(OC=1C=C(C=CC1)N1N=C(C2=CC(=CC=C12)C(=O)NC1(CS(C1)(=O)=O)C)O)F 1-(3-(difluoromethoxy)phenyl)-3-hydroxy-N-(3-methyl-1,1-dioxidothietan-3-yl)-1H-indazole-5-carboxamide